S(=O)(=O)(CCO)CCO 2,2'-sulfonyldiethanol